Cl.CC1=NC(=NC(=C1)C)CN (4,6-dimethylpyrimidin-2-yl)methanamine, hydrochloride